(methylsulfonyl)-7-nitroindoline CS(=O)(=O)N1CCC2=CC=CC(=C12)[N+](=O)[O-]